5,5'-dichloro-2,2'-dihydroxydiphenylmethane C1=CC(=C(C=C1Cl)CC2=C(C=CC(=C2)Cl)O)O